C1(CC1)C(=O)NC=1C=C2C(=CN=C(C2=CN1)NC)C=1OC2=C(N1)C=C(C=C2)N2[C@@H](CC2)C(=O)N (S)-1-(2-(6-(cyclopropanecarboxamido)-1-(methylamino)-2,7-naphthyridin-4-yl)benzo[d]oxazol-5-yl)azetidine-2-carboxamide